2-chloro-N-isopropyl-5-(1-methylpyrazol-3-yl)pyridin-4-amine ClC1=NC=C(C(=C1)NC(C)C)C1=NN(C=C1)C